16-(naphthalen-2-yl)-1,6,14-trioxo-2,5,7,13-tetraazahexadecane-1,4,8-tricarboxylic acid C1=C(C=CC2=CC=CC=C12)CCC(NCCCCC(NC(NC(CNC(C(=O)O)=O)C(=O)O)=O)C(=O)O)=O